C(\C=C/C)[C@@H]1[C@@H]2CC[C@H](CN1C(=O)OCC[Si](C)(C)C)N2C(=O)OC(C)(C)C 8-(tert-butyl) 3-(2-(trimethylsilyl)ethyl) (1S,2R,5R)-2-((Z)-but-2-en-1-yl)-3,8-diazabicyclo[3.2.1]octane-3,8-dicarboxylate